CC1(NC(CC1)(C1=C(C=CC=C1)C(F)(F)F)C)C 2,2,5-trimethyl-5-(2-(trifluoromethyl)phenyl)pyrrolidine